C(C)N(S(=O)(=O)NC=1C(=C(C(=O)C2=CNC3=NC=C(C=C32)C3=CC=C(C=C3)C=3CCN(CC3)C(=O)OC(C)(C)C)C(=CC1)F)F)C tert-butyl 4-[4-[3-[3-[[ethyl(methyl)sulfamoyl]amino]-2,6-difluoro-benzoyl]-1H-pyrrolo[2,3-b]pyridin-5-yl]phenyl]-3,6-dihydro-2H-pyridine-1-carboxylate